tert-butyl 2-(3-{benzyl[(benzyloxy)carbonyl]amino}-4-(benzyloxy)phenyl)-6-methyl-3-oxo-1-({[2-(pyrimidin-4-yl)phenyl]methyl}carbamoyl)-5H,6H,8H-imidazo[1,5-a]pyrazine-7-carboxylate C(C1=CC=CC=C1)N(C=1C=C(C=CC1OCC1=CC=CC=C1)N1C(N2C(CN(C(C2)C)C(=O)OC(C)(C)C)=C1C(NCC1=C(C=CC=C1)C1=NC=NC=C1)=O)=O)C(=O)OCC1=CC=CC=C1